C(C1=CC=CC=C1)(=O)NC(N)=S 3-benzoylthiourea